Cl.N1(CCOCC1)C=1C2=C(N=C(N1)C1=CC=C(C=C1)O)C1=C(O2)N=CC=C1 4-(4-morpholinylpyrido-[3',2':4,5]furo[3,2-d]pyrimidin-2-yl)phenol hydrochloride